2-[4-((2R or S)-2-morpholinopropoxy)phenyl]acetic acid O1CCN(CC1)[C@@H](COC1=CC=C(C=C1)CC(=O)O)C |o1:6|